CCCCCCCCCCCCCCCCCCCCCCCCCCCCCC Triacontan